tert-butyl 6-amino-3-fluoroindole-1-carboxylate NC1=CC=C2C(=CN(C2=C1)C(=O)OC(C)(C)C)F